COC1=CC=C(C=C1)N(C(=O)C1CC1)CCN1CCN(CC1)CCC=1SC=CC1 N-(4-methoxyphenyl)-N-(2-(4-(2-(thiophen-2-yl)ethyl)piperazin-1-yl)ethyl)cyclopropanecarboxamide